C(=C)C1=CC=CC(=C1C)C 2-vinyl-3,4-dimethylbenzene